(S)-7-((4-fluoro-5-(4-fluorophenyl)picolinoyl)glycyl)-1,4-dioxa-7-azaspiro[4.4]nonane-8-carboxylic acid FC1=CC(=NC=C1C1=CC=C(C=C1)F)C(=O)NCC(=O)N1CC2(OCCO2)C[C@H]1C(=O)O